(2S,3S,5R)-2-Azido-5-hydroxy-3-(3-methoxyphenyl)cyclohexanone N(=[N+]=[N-])[C@@H]1C(C[C@@H](C[C@H]1C1=CC(=CC=C1)OC)O)=O